NC=1C(=C(C=CC1)[C@@](CC(=O)OC)(C)NC(=O)OC(C)(C)C)Cl Methyl (3S)-3-(3-amino-2-chlorophenyl)-3-(tert-butoxycarbonylamino)butanoate